(3,5-Bis((E)-3,4-difluorobenzylidene)-4-oxocyclohexyl)-4-((2-(diethylamino)ethyl)amino)benzamide FC=1C=C(\C=C\2/CC(C\C(\C2=O)=C/C2=CC(=C(C=C2)F)F)C2=C(C(=O)N)C=CC(=C2)NCCN(CC)CC)C=CC1F